NC(C(=O)O)CC(CCC)(C)C 2-amino-4,4-dimethylheptanoic acid